bis(1,2,2,6,6-pentamethyl-4-piperidyl)-1,2,3,4-butanetetracarboxylate CN1C(CC(CC1(C)C)OC(=O)CC(C(CC(=O)[O-])C(=O)[O-])C(=O)OC1CC(N(C(C1)(C)C)C)(C)C)(C)C